C[C@H]1N(C[C@@H](N(C1)C1=NC=C(N=C1)C(F)(F)F)C)C(=O)OC1CC2(CN(C2)CC2=CC=C(C=C2)S(=O)(=O)C)C1 2-[(4-methanesulfonylphenyl)methyl]-2-azaspiro[3.3]heptan-6-yl (2R,5S)-2,5-dimethyl-4-[5-(trifluoromethyl)pyrazin-2-yl]piperazine-1-carboxylate